3-((((1-methylpyrrolidin-3-yl)methoxy)carbonyl)oxy)-2-((((E)-3-propylnon-2-enoyl)oxy)methyl)propyl (9Z,12Z)-octadeca-9,12-dienoate C(CCCCCCC\C=C/C\C=C/CCCCC)(=O)OCC(COC(=O)OCC1CN(CC1)C)COC(\C=C(\CCCCCC)/CCC)=O